2,4,6-trimethyl-1,3,5-tri(4-carboxyphenylethynyl)benzene CC1=C(C(=C(C(=C1C#CC1=CC=C(C=C1)C(=O)O)C)C#CC1=CC=C(C=C1)C(=O)O)C)C#CC1=CC=C(C=C1)C(=O)O